5-{[(tert-butoxy)carbonyl]amino}-1-{2-[1-(cyclopropylmethyl)-1H-pyrrolo[2,3-b]pyridin-2-yl]-7-methoxy-1-methyl-1H-1,3-benzodiazole-5-carbonyl}piperidine-3-carboxylic acid C(C)(C)(C)OC(=O)NC1CC(CN(C1)C(=O)C1=CC2=C(N(C(=N2)C2=CC=3C(=NC=CC3)N2CC2CC2)C)C(=C1)OC)C(=O)O